C(C1=CC=CC=C1)OC1=CC2=C(C[C@@H](O2)CNC(OCC2=CC=CC=C2)=O)C(=C1Br)F benzyl {[(2R)-6-(benzyloxy)-5-bromo-4-fluoro-2,3-dihydro-1-benzofuran-2-yl]methyl}carbamate